C(C)O[Si](CCCC(CN)N)(OCC)OCC [3-(triethoxysilyl)propyl]-1,2-ethanediamine